C(C)OC1=C(OC(C(=O)OCC)CC=C)C=CC(=C1)C=O ethyl 2-(2-ethoxy-4-formylphenoxy)pent-4-enoate